(2S,5S)-5-(2-Methyl-2-phenylacetylamino-propionylamino)-4-oxo-1,2,4,5,6,7-hexahydro-azepino[3,2,1-hi]indole-2-carboxylic acid (1H-[1,2,3]triazol-4-ylmethyl)-amide N1N=NC(=C1)CNC(=O)[C@H]1N2C3=C(C=CC=C3C1)CC[C@@H](C2=O)N(C(CC)=O)NC(C(C2=CC=CC=C2)C)=O